ClC1=CC(=C(C=C1)C1=CC(=CC=C1)C1=CC=CC=2C3=CC=CC=C3NC12)C1=CC2=CC=CC=C2C=C1 (4'-chloro-2'-(naphthalen-2-yl)-[1,1'-biphenyl]-3-yl)-9H-carbazole